ClC1=CC2=C(C(=N1)C)C=C(N2C)C2=CC=C(C=C2)S(=O)(=O)C2CC2 6-Chloro-2-(4-(cyclopropylsulfonyl)phenyl)-1,4-dimethyl-1H-pyrrolo[3,2-c]pyridine